The molecule is a cisplatin-modified (di)nucleotide in which cisplatin has formed an adduct with one molecule of d(pGpG), coordinated to platinum through the N(7) atoms of both guanine moieties. It contains a 5'-d(pGpG)-3'. C1[C@@H]([C@H](O[C@H]1N2C=NC3=C2N=C(NC3=O)N)COP(=O)(O)O[C@H]4C[C@@H](O[C@@H]4COP(=O)(O)O)N5C=NC6=C5N=C(NC6=O)N)O.N.N.[Pt+2]